(R)-4-((1-(3-(difluoromethyl)-2-fluorophenyl)ethyl)amino)-2-methyl-N-phenylpyrido[3,4-d]pyrimidine-6-sulfonamide FC(C=1C(=C(C=CC1)[C@@H](C)NC=1C2=C(N=C(N1)C)C=NC(=C2)S(=O)(=O)NC2=CC=CC=C2)F)F